C1(OCCCCCO1)=O Pentylene carbonate